ClC=1C=C(OC2=C3C(C(C3=C(C=C2)S(=O)(=O)C)O)F)C=C(C1)F 2-(3-chloro-5-fluorophenoxy)-8-fluoro-5-methylsulfonylbicyclo[4.2.0]octa-1,3,5-trien-7-ol